1-(2,2-dimethyltetrahydro-2H-pyran-4-yl)-3-methoxy-N-(6-((S)-5-methyl-6,7-dihydro-5H-pyrrolo[1,2-a]imidazol-3-yl)pyridin-2-yl)-1H-pyrazole-4-carboxamide CC1(OCCC(C1)N1N=C(C(=C1)C(=O)NC1=NC(=CC=C1)C1=CN=C2N1[C@H](CC2)C)OC)C